C=1(C(=CC=CC1)P(O)(=O)O)C1=CC=C(C=C1)C1=CC=CC=C1 p-terphenylphosphonic acid